NC(COC=1C=C(C(=O)OC)C=C(C1Cl)[N+](=O)[O-])CC=C methyl 3-((2-aminopent-4-en-1-yl) oxy)-4-chloro-5-nitrobenzoate